1-(3-fluorobicyclo[1.1.1]pentan-1-yl)-N-((2-((4-(6-(methylthio)-1H-indazol-4-yl)-1H-1,2,3-triazol-1-yl)methyl)imidazo[1,2-a]pyridin-6-yl)methyl)methylamine FC12CC(C1)(C2)CNCC=2C=CC=1N(C2)C=C(N1)CN1N=NC(=C1)C1=C2C=NNC2=CC(=C1)SC